NC1=C(C=NC(=C1)Br)C=O 4-amino-6-bromo-pyridine-3-carbaldehyde